FC1=CC=C(C=C1)[C@H]1CNCC1 (S)-3-(4-fluorophenyl)pyrrolidine